(2-(5'-fluoro-1',6-dimethyl-1H,1'H-[4,6'-biindazol]-1-yl)acetyl)glycylglycine FC=1C=C2C=NN(C2=CC1C=1C=2C=NN(C2C=C(C1)C)CC(=O)NCC(=O)NCC(=O)O)C